2,5-dimethyl-3-(4,4,5,5-tetramethyl-1,3,2-dioxaborolan-2-yl)-1-tosyl-1H-pyrrolo[2,3-b]pyridine CC1=C(C=2C(=NC=C(C2)C)N1S(=O)(=O)C1=CC=C(C)C=C1)B1OC(C(O1)(C)C)(C)C